1-((2S,5R)-5-((5-(2,2-difluoro-1-methylcyclopropyl)-7H-pyrrolo[2,3-d]pyrimidin-4-yl)amino)-2-methylpiperidin-1-yl)prop-2-en-1-one FC1(C(C1)(C)C1=CNC=2N=CN=C(C21)N[C@@H]2CC[C@@H](N(C2)C(C=C)=O)C)F